N-(tert-butyldimethylsilyl)-3-(1,3-dioxolan-2-yl)-4-(4,4,5,5-tetramethyl-1,3,2-dioxaborolan-2-yl)benzenesulfonamide [Si](C)(C)(C(C)(C)C)NS(=O)(=O)C1=CC(=C(C=C1)B1OC(C(O1)(C)C)(C)C)C1OCCO1